NC=1C(=C2C=CC=CN2C1C(=O)C1=CC=C(C=C1)F)C(=O)N 2-amino-3-[(4-fluorophenyl)carbonyl]indolizine-1-carboxamide